tri-ethylenglycol phosphate P(=O)(O)(O)OCCOCCOCCO